ClC1=CC2=NC(=CC(=C2S1)Cl)C(F)(F)F 2,7-Dichloro-5-(trifluoromethyl)thieno[3,2-b]pyridine